2-chloro-8-fluoro-7-[3-(methoxymethoxy)-1-naphthyl]-N-(tetrahydropyran-4-ylmethyl)pyrido[4,3-d]Pyrimidine-4-amine ClC=1N=C(C2=C(N1)C(=C(N=C2)C2=CC(=CC1=CC=CC=C21)OCOC)F)NCC2CCOCC2